C(C)O[Si](CCC=O)(C)OCC 3-(diethoxy(methyl)silyl)propanal